methylpiperidine sodium succinate C(CCC(=O)[O-])(=O)[O-].[Na+].CN1CCCCC1.[Na+]